4-(3-(1-(2-(dimethylamino)-2-oxoethyl)-1H-pyrazol-4-yl)-6-(3,5-dimethylisoxazol-4-yl)-1H-pyrrolo[3,2-b]pyridin-1-yl)-3,5-diethoxybenzoic acid CN(C(CN1N=CC(=C1)C1=CN(C=2C1=NC=C(C2)C=2C(=NOC2C)C)C2=C(C=C(C(=O)O)C=C2OCC)OCC)=O)C